BrC=1C=C(C(=NC1)C#N)C(F)(F)F 5-Bromo-3-(trifluoromethyl)-2-pyridinecarbonitrile